S(=O)=O.[Mg] magnesium sulfur dioxide